FC(C1=NC(=NO1)C1=CC=C(S1)CN1N=CC(=C1)C(=O)OCC)(F)F ethyl 1-[[5-[5-(trifluoromethyl)-1,2,4-oxadiazol-3-yl]-2-thienyl]methyl]pyrazol-4-carboxylate